Cl.O=C1NC(CCC1N1C(OC2=C1C=CC(=C2)N2CCC(CC2)C(=O)O)=O)=O 1-[3-(2,6-dioxo-3-piperidyl)-2-oxo-1,3-benzoxazol-6-yl]piperidine-4-carboxylic acid hydrochloride